2-[(2-{4-[2-(dimethylamino)-2-methylpropoxy]pyridin-2-yl}-5H,6H,7H-cyclopenta[d]pyrimidin-4-yl)(methyl)amino]-N-[1-(trifluoromethyl)cyclopropyl]acetamide CN(C(COC1=CC(=NC=C1)C=1N=C(C2=C(N1)CCC2)N(CC(=O)NC2(CC2)C(F)(F)F)C)(C)C)C